S1C(=CC=C1)C1=C(C=C(C(=C1)N)C=1SC=CC1)N 2,5-bis(2-thienyl)benzene-1,4-diamine